C(C)(C)(C)OC(=O)N[C@H](C(=O)O)CC1=CC(=CC(=C1)F)F (S)-2-((tert-butoxycarbonyl)amino)-3-(3,5-difluorophenyl)propionic acid